4-[6-fluoro-1-(pyridin-4-ylmethyl)benzoimidazol-2-yl]-1,2,5-oxadiazol-3-amine FC=1C=CC2=C(N(C(=N2)C=2C(=NON2)N)CC2=CC=NC=C2)C1